C(C)OC(C)(C)[C@@]1(CN(CC1)C(C)(C)C=1C=NC(=CC1)C)CCC=1SC2=C(N1)C=CC=C2 (S)-2-(2-(3-(2-ethoxypropan-2-yl)-1-(2-(6-methylpyridin-3-yl)propan-2-yl)pyrrolidin-3-yl)ethyl)benzo[d]thiazole